(S)-5-benzyl-N-(2,4-dimethyl-5-oxo-2,4,5,6,7,8-hexahydropyrazolo[4,3-B]azepin-6-yl)-4H-1,2,4-triazole-3-carboxamide C(C1=CC=CC=C1)C=1NC(=NN1)C(=O)N[C@H]1CCC=2C(N(C1=O)C)=CN(N2)C